2-(difluoromethyl)-5-(5-fluoro-6-((4-(3-(piperidin-4-yl)phenyl)-1H-1,2,3-triazol-1-yl)methyl)pyridin-3-yl)-1,3,4-oxadiazole 2,2,2-trifluoroacetate FC(C(=O)O)(F)F.FC(C=1OC(=NN1)C=1C=NC(=C(C1)F)CN1N=NC(=C1)C1=CC(=CC=C1)C1CCNCC1)F